ClC=1C=C(C=O)C=CC1B1OC(C(O1)(C)C)(C)C 3-chloro-4-(4,4,5,5-tetramethyl-1,3,2-dioxaborolan-2-yl)benzaldehyde